3-(4-benzyl-2,3-dihydro-1,4-benzothiazin-6-yl)-3-(tert-butylsulphonylamino)-N,N-dimethyl-propionamide C(C1=CC=CC=C1)N1CCSC2=C1C=C(C=C2)C(CC(=O)N(C)C)NS(=O)(=O)C(C)(C)C